ClC=1C=C(C=CC1Cl)C=1N(C(=CC(C1C(=O)O)=O)CN1N=CC(=C1)C)CC 2-(3,4-dichlorophenyl)-1-ethyl-6-[(4-methylpyrazol-1-yl)methyl]-4-oxo-pyridine-3-carboxylic acid